BrC(Br)C1=C(C#N)C=CC=C1F (dibromomethyl)-3-fluorobenzonitrile